OC=1C(=C(C(=NC1)CCC1=CC=C(C=C1)OC)C(=O)O)C(=O)O 5-hydroxy-2-(4-methoxyphenylethyl)pyridine-3,4-dicarboxylic acid